(2-([(CYCLOPROPYLMETHYL)(PROPYL)AMINO]METHYL)-5-FLUOROPHENYL)BORANEDIOL C1(CC1)CN(CCC)CC1=C(C=C(C=C1)F)B(O)O